silver-magnesium oxide [O-2].[Mg+2].[Ag+]